4'-cyano-4-formylbiphenyl C(#N)C1=CC=C(C=C1)C1=CC=C(C=C1)C=O